N-(1-cyanocyclopropyl)-5-methylpyrazolo[1,5-a]pyridine-7-carboxamide C(#N)C1(CC1)NC(=O)C1=CC(=CC=2N1N=CC2)C